bis(n-propyl-cyclopentadiene) hafnium [Hf].C(CC)C1=CC=CC1.C(CC)C1=CC=CC1